ClC=1C2=C(N=CN1)C=CC=N2 4-Chloropyrido[3,2-d]pyrimidine